2-[4-(4-(amino)phenyl)-6-(4-hydroxypiperidin-1-yl)pyrimidin-2-ylamino]-4-methylthiazole-5-carboxylic acid ethyl ester C(C)OC(=O)C1=C(N=C(S1)NC1=NC(=CC(=N1)C1=CC=C(C=C1)N)N1CCC(CC1)O)C